tert-butyl methyl(pyrrolidin-3-yl)carbamate CN(C(OC(C)(C)C)=O)C1CNCC1